COCCNC(=O)C=1C=C(C=CC1)S(=O)(=O)O 3-((2-methoxyethyl)carbamoyl)benzenesulfonic acid